COC=1C=CC(=NC1)C=1C(=NC=CN1)[C@@H](C)N |r| (rac)-1-[3-(5-methoxypyridin-2-yl)pyrazin-2-yl]ethan-1-amine